5-bromo-6-cyclobutoxy-2-(1-methyl-2-oxabicyclo[2.1.1]hex-4-yl)-2H-indazole BrC1=CC2=CN(N=C2C=C1OC1CCC1)C12COC(C1)(C2)C